C(C)C1=C(C=CC=N1)C=1C=CC=C2C=CC(=NC12)C1=NC=CN=C1 6-ethyl-5-(2-(pyrazin-2-yl)quinolin-8-yl)pyridin